C(C)S(=O)(=O)N1CCC2=CC=CC(=C12)N 1-(ethylsulfonyl)indoline-7-amine